CC=1C=CC(=CC1)C1=CC=C(C=C1)C dimethyl-2,2'-biphenyl